2-(3-((2,3-difluorobenzylidene)amino)phenyl)-4-methyl-5-acetyl-thiazole FC1=C(C=NC=2C=C(C=CC2)C=2SC(=C(N2)C)C(C)=O)C=CC=C1F